C12CN(CC(CC1)N2)C=2C1=C(N=C(N2)OCC23CCCN3CCC2)SC(=N1)NC1=CC(=CC2=CC=CC=C12)O 4-({7-(3,8-diazabicyclo[3.2.1]octan-3-yl)-5-[(tetrahydro-1H-pyrrolizin-7a(5H)-yl)methoxy][1,3]thiazolo[5,4-d]pyrimidin-2-yl}amino)naphthalen-2-ol